BrCC(C(F)(F)F)=O 3-bromo-1,1,1-trifluoro-propan-2-one